C(C)(C)(C)OC([C@@H](NC(=O)OCC1C2=CC=CC=C2C2=CC=CC=C12)CCC(=O)O)=O N-Fmoc-L-glutamic acid-1-tert-butyl ester